methyl-2-(4-cyano-2-methoxyphenoxy)-4-methyl-5-(trifluoromethyl)nicotinic acid CC1=NC(=C(C(=O)O)C(=C1C(F)(F)F)C)OC1=C(C=C(C=C1)C#N)OC